NC=1C(=CN(C(C1\C=C\OCC)=O)C1CCOCC1)C(=O)OC methyl (E)-4-amino-5-(2-ethoxyvinyl)-6-oxo-1-(tetrahydro-2H-pyran-4-yl)-1,6-dihydropyridine-3-carboxylate